ClC=1C2=C(N=CN1)N(C(=C2)/C=C/C(=O)OCC2=CC=CC=C2)C(C)C benzyl (E)-3-(4-chloro-7-isopropyl-7H-pyrrolo[2,3-d]pyrimidin-6-yl)acrylate